ethyl 2-ethyl-3,6,6-trimethylcyclohexene-1-carboxylate C(C)C1=C(C(CCC1C)(C)C)C(=O)OCC